(R)-tert-butyl (1-((4-bromopyrimidin-5-yl)amino)-1-oxo-3-phenylpropan-2-yl)carbamate BrC1=NC=NC=C1NC([C@@H](CC1=CC=CC=C1)NC(OC(C)(C)C)=O)=O